OCCN1CCN(CC1)CCCC(=O)OCC1=CC(=CC(=C1)OCCCCCCCCCCCCCCC)OCCCCCCCCCCCCCCCCCC 3-(Octadecyloxy)-5-(pentadecyloxy)benzyl 4-(4-(2-hydroxyethyl)piperazin-1-yl)butanoate